5-(((trifluoromethyl)sulfonyl)oxy)-1H-indole-1-carboxylic acid tert-butyl ester C(C)(C)(C)OC(=O)N1C=CC2=CC(=CC=C12)OS(=O)(=O)C(F)(F)F